Benzyl (2-(3-(hydroxymethyl)phenoxy)ethyl)carbamate OCC=1C=C(OCCNC(OCC2=CC=CC=C2)=O)C=CC1